8-(5-amino-7-methoxyimidazo[1,2-c]quinazoline-2-carbonyl)-2-oxa-8-azaspiro[4.5]decan-1-one NC1=NC=2C(=CC=CC2C=2N1C=C(N2)C(=O)N2CCC1(CCOC1=O)CC2)OC